OC(C)OC=1C(=C(C2=CC=CC=C2C1)C1=CC=CC2=CC=CC=C12)OC(C)O bis(1-hydroxyethoxy)-1,1'-binaphthyl